[K+].FC1=C(C(=CC=C1)O)[B-](F)(F)F (2-fluoro-6-hydroxyphenyl)trifluoroborate potassium salt